spiro[benzo[c]chromene-6,3'-oxetane]-3,8-diol O1CC2(C1)OC1=CC(=CC=C1C1=C2C=C(C=C1)O)O